2-(AZEPAN-1-YL)ACETALDEHYDE N1(CCCCCC1)CC=O